(2,5-bis-(3,5-dicarboxyphenyl))pyridine C(=O)(O)C=1C=C(C=C(C1)C(=O)O)C1=NC=C(C=C1)C1=CC(=CC(=C1)C(=O)O)C(=O)O